(E)-2-(2-(aminomethyl)-3-fluoroallyl)-5-cyclopropyl-6,7-dihydroisoxazolo[4,5-c]pyridine-3,4(2H,5H)-dione NC/C(/CN1OC2=C(C(N(CC2)C2CC2)=O)C1=O)=C\F